3-amino-5-(4-fluorophenyl)-N-((3-(2-methoxyethoxy)pyridin-2-yl)methyl)-6-(3-methyl-3H-benzo[d]imidazol-5-yl)pyrazine-2-carboxamide NC=1C(=NC(=C(N1)C1=CC=C(C=C1)F)C1=CC2=C(N=CN2C)C=C1)C(=O)NCC1=NC=CC=C1OCCOC